BrC=1C(=CC(=C2C(N(CC12)C(C[C@H](C)C(=O)O)=O)C)Cl)OC 7-bromo-2-((S)-3-carboxybutanoyl)-4-chloro-6-methoxy-3-methylisoindolin